ClC1=CC=C(C=C1)N(C(=O)C1=NN(C=N1)C1=CC=C(C=C1)Cl)C N,1-bis(4-chlorophenyl)-N-methyl-1H-1,2,4-triazole-3-carboxamide